COC(C1=C(C=C(C=C1)OCC=1N=NNN1)OC)=O 4-((2H-tetrazol-5-yl)methoxy)-2-methoxybenzoic acid methyl ester